tert-butyl 2-(4-(bicyclo[1.1.1]pentan-1-ylmethyl)-2-(2-isopropylphenyl) piperazin-1-yl)-7-azaspiro[3.5]nonane-7-carboxylate C12(CC(C1)C2)CN2CC(N(CC2)C2CC1(C2)CCN(CC1)C(=O)OC(C)(C)C)C1=C(C=CC=C1)C(C)C